3-(3-(difluoromethoxy)phenyl)-1-isopropyl-N-(3-methyl-1,1-dioxidothietan-3-yl)-2-oxo-2,3-dihydro-1H-imidazo[4,5-c]pyridine-6-carboxamide FC(OC=1C=C(C=CC1)N1C(N(C2=C1C=NC(=C2)C(=O)NC2(CS(C2)(=O)=O)C)C(C)C)=O)F